C(CC)(=O)OCC1=C(C(=CC=C1)C1=CC(=C(C=C1)OCC1=CC=CC=C1)OCC1=CC=CC=C1)N (2S)-2-amino-3-[3,4-bis(phenylmethoxy) phenyl]Benzyl propionate